C(#N)C1CCN(CC1)CC=1N=NN(C1)[C@H](C(=O)N1[C@@H](C[C@H](C1)O)C(=O)NC)C(C)(C)C (2S,4r)-1-[(2S)-2-[4-[(4-cyano-1-piperidinyl)methyl]triazol-1-yl]-3,3-dimethyl-butyryl]-4-hydroxy-N-methyl-pyrrolidine-2-carboxamide